C(C)(C)N1C(=NC(=C1)C(F)(F)F)C1=CC=C(CNC2=C3N(C=NC3=NC(=N2)C2=C(C=CC=C2)C(C)C)C2OCCCC2)C=C1 N-(4-(1-isopropyl-4-(trifluoromethyl)-1H-imidazol-2-yl)benzyl)-2-(2-isopropylphenyl)-7-(tetrahydro-2H-pyran-2-yl)-7H-purin-6-amine